lithium bis[6,6-dimethoxyhexyl]copper COC(CCCCC[Cu]CCCCCC(OC)OC)OC.[Li]